CC=1N=C2N(C=C(N=C2C)NC(=O)C2=CC=C(C3=CN(N=C23)C)N2CCNCC2)C1 N-{2,8-dimethylimidazo[1,2-a]pyrazin-6-yl}-2-methyl-4-(piperazin-1-yl)indazole-7-carboxamide